NC=1N=CN(C(C1C(=O)NC=1C=C(C=NC1)C1(CCC1)NC(OC(C)(C)C)=O)=O)C1=C(C=C(C=C1Cl)OC)Cl tert-butyl (1-(5-(4-amino-1-(2,6-dichloro-4-methoxyphenyl)-6-oxo-1,6-dihydropyrimidine-5-carboxamido)pyridin-3-yl)cyclobutyl)carbamate